L-carnitine naphthalenedisulfonate C=1(C(=CC=C2C=CC=CC12)S(=O)(=O)O)S(=O)(=O)O.O[C@@H](C[N+](C)(C)C)CC([O-])=O